[1-[(4-fluoro-3-oxobutan-2-yl)amino]-1-oxo-3-phenylpropan-2-yl]carbamate FCC(C(C)NC(C(CC1=CC=CC=C1)NC([O-])=O)=O)=O